ClC1=CC(=C(C=C1)[C@@]1(OC2=C(O1)C=CC=C2C=2CCNCC2)C)F (S)-4-(2-(4-chloro-2-fluorophenyl)-2-methylbenzo[d][1,3]dioxol-4-yl)-1,2,3,6-tetrahydropyridine